5-(4-chloro-3-methoxyphenyl)-6-iodo-7-methyl-7H-pyrrolo[2,3-d]pyrimidin-4-amine ClC1=C(C=C(C=C1)C1=C(N(C=2N=CN=C(C21)N)C)I)OC